NC1=NC=C2N(C(N(C2=N1)[C@@H]1O[C@@H](C[C@H]1O)CO)=O)CCCC 2-amino-7-butyl-9-((2R,3R,5S)-3-hydroxy-5-(hydroxymethyl)tetrahydrofuran-2-yl)-7,9-dihydro-8H-purin-8-one